ClC1=C(C(=CC=C1)F)N1CCC(CC1)N1C(N(C=2C([C@@H]1C)=CN(N2)C2CC2)CC2=C(C=CC=C2)C2CC2)=O (S)-5-[1-(2-Chloro-6-fluoro-phenyl)-piperidin-4-yl]-2-cyclopropyl-7-(2-cyclopropyl-benzyl)-4-methyl-2,4,5,7-tetrahydro-pyrazolo[3,4-d]pyrimidin-6-on